tert-butyl 4-(4-aminobutanamido)butanoate NCCCC(=O)NCCCC(=O)OC(C)(C)C